7'-(4-cyclopropyl-6-methoxypyrimidin-5-yl)-1'-(4-(5-methyl-3-(trifluoromethyl)-1H-pyrazol-1-yl)benzyl)spiro[cyclopropane-1,4'-pyrimido[4,5-d][1,3]oxazine]-2'(1'H)-one C1(CC1)C1=NC=NC(=C1C=1N=CC2=C(N(C(OC23CC3)=O)CC3=CC=C(C=C3)N3N=C(C=C3C)C(F)(F)F)N1)OC